C(N)(=O)NCCC[C@@H](C(NC1=CC=C(C=C1)CO)=O)NC(=O)[C@H](C(C)C)NC(=O)CCOCCOCCNC(OCC1C2=CC=CC=C2C=2C=CC=CC12)=O (9H-Fluoren-9-yl)methyl N-{2-[2-(2-{[(1S)-1-{[(1S)-4-(carbamoylamino)-1-{[4-(hydroxymethyl)phenyl]carbamoyl}butyl]carbamoyl}-2-methylpropyl]carbamoyl}ethoxy)ethoxy] ethyl}carbamate